tert-butyl (E)-(2-(2-bromovinyl)benzo[d]thiazol-6-yl)(2-((tert-butyldimethylsilyl)oxy)-3-fluoropropyl)carbamate Br/C=C/C=1SC2=C(N1)C=CC(=C2)N(C(OC(C)(C)C)=O)CC(CF)O[Si](C)(C)C(C)(C)C